7-bromo-3-(3,4-DIMETHYLPHENYL)indolin-2-one BrC=1C=CC=C2C(C(NC12)=O)C1=CC(=C(C=C1)C)C